(R)-4-(3-(azetidin-3-yl)piperidin-1-yl)butyric acid methyl ester COC(CCCN1C[C@H](CCC1)C1CNC1)=O